CC=1C(=C(C=C(C1)C(F)(F)F)O)C=1C=CC=2C(N1)=NN(C2)CC2CN(CC2)CC(F)(F)F 3-methyl-2-(2-((1-(2,2,2-trifluoroethyl)pyrrolidin-3-yl)methyl)-2H-pyrazolo[3,4-b]pyridin-6-yl)-5-(trifluoromethyl)phenol